NC1=NNC(=N1)SCCCCCC 3-amino-5-hexylthio-1H-1,2,4-triazole